4-Methyl-3-nitrobenzaldehyd CC1=C(C=C(C=O)C=C1)[N+](=O)[O-]